6,7-dihydrobenzofuro[7,6-d]thiazole-5-carboxylic acid methyl ester COC(=O)C1=CC2=C(N=CS2)C2=C1CCO2